COC(C1=C(C=C(C(=C1)F)Br)NC(C)=O)=O.C(C)(C)(C)C1=CC=C(C=C1)S(=O)(=O)NC(C=C)=O N-(4-tert-butylbenzenesulfonyl)acrylamide Methyl-2-acetylamino-4-bromo-5-fluorobenzoate